FC1=C(C=C(C=C1)C(C=1C(=NC=CN1)OCCO)O)C1=NC=NC2=CC(=CC=C12)N1CCOCC1 2-(3-{[4-fluoro-3-(7-morpholin-4-yl-quinazolin-4-yl)-phenyl]hydroxy-methyl}pyrazin-2-yl-oxy)ethanol